2-(tert-butyl)-4-(4,4,5,5-tetramethyl-1,3,2-dioxaborolan-2-yl)pyridine C(C)(C)(C)C1=NC=CC(=C1)B1OC(C(O1)(C)C)(C)C